tert-Butyl 7-(bromomethyl)-2-azaspiro[3.5]nonane-2-carboxylate BrCC1CCC2(CN(C2)C(=O)OC(C)(C)C)CC1